C(C(=O)O)(=O)O.C(CCCCCO)O 1,6-hexanediol oxalate